5-(5-bromo-3-(2,5-dimethyl-1H-pyrrol-1-yl)-1H-pyrazol-1-yl)-3-chloro-2-methyl-2H-indazole BrC1=CC(=NN1C1=CC2=C(N(N=C2C=C1)C)Cl)N1C(=CC=C1C)C